4-(3-methyl-4-(trifluoromethyl)-1-((3-(trifluoromethyl)bicyclo[1.1.1]pentan-1-yl)methyl)-1H-pyrazole-5-carboxamido)picolinamide CC1=NN(C(=C1C(F)(F)F)C(=O)NC1=CC(=NC=C1)C(=O)N)CC12CC(C1)(C2)C(F)(F)F